4-phenyl-oxazolidine C1(=CC=CC=C1)C1NCOC1